COC=1C=C(CN2C=NC=3C2=NC=C(C3)N3CCN(CC3)C)C=CC1OCC=1C=NC(=CC1)OC 3-(3-Methoxy-4-((6-methoxypyridin-3-yl)methoxy)benzyl)-6-(4-methylpiperazin-1-yl)-3H-imidazo[4,5-b]pyridine